6-cyano-5-(trifluoromethylsulfinyl-oxy)-2,3-dihydro-1H-indene-4-carboxylic acid methyl ester COC(=O)C=1C=2CCCC2C=C(C1OS(=O)C(F)(F)F)C#N